(4-methoxybenzyl)-6-methylhexahydro-4H-pyrazino[1,2-a]pyrimidine-4,7(6H)-dione COC1=CC=C(CN2C3N(C(CC2)=O)C(C(NC3)=O)C)C=C1